CC(C)(CCCCCCCCCCCCCCC)C1=CNC(O1)=O 5-(2-methylheptadecan-2-yl)oxazol-2(3H)-one